5-cyclopentyloxycarbonylmethyl-bicyclo[2.2.1]hept-2-ene C1(CCCC1)OC(=O)CC1C2C=CC(C1)C2